COC(=O)C=1N(C=C(C1Br)F)NC(=O)OC 3-bromo-4-fluoro-1-((methoxycarbonyl)amino)-1H-pyrrole-2-carboxylic acid methyl ester